5-(dimethylphosphoryl)-3-(4-fluoro-2,6-dimethylphenoxy)-4-methylthiophen CP(=O)(C)C1=C(C(=CS1)OC1=C(C=C(C=C1C)F)C)C